Cl.Cl.C1=C(C=CC2=CC=CC=C12)O naphthalene-2-ol bishydrochloride